ClC1=CC(=C(C=C1)C1=NC(=NC2=C1N=C(N(C2=O)C)C)C21CCOC(C1C2)C=2C=NN(C2)C2CC2)F 8-(4-chloro-2-fluorophenyl)-6-(2-(1-cyclopropyl-1H-pyrazol-4-yl)-3-oxabicyclo[4.1.0]heptan-6-yl)-2,3-dimethylpyrimido[5,4-d]pyrimidin-4(3H)-one